C1N(CC12CCC2)C2CCC(CC2)NC=2C=1C=C(N(C1C=CC2)CC(F)(F)F)I N-((1S,4S)-4-(2-azaspiro[3.3]heptan-2-yl)cyclohexyl)-2-iodo-1-(2,2,2-trifluoroethyl)-1H-indol-4-amine